C1=CC=C(C(=C1)N=NC2=C(C3=C(C=C(C=C3C=C2S(=O)(=O)O)S(=O)(=O)O)NC4=NC(=NC(=N4)N)N)O)S(=O)(=O)O The molecule is a triamino-1,3,5-triazine having a polysubstituted naphthalene group attached to one of the exocyclic nitrogens. It has a role as an epitope and a dye. It is a triamino-1,3,5-triazine, an aminonaphthalenesulfonic acid and a monoazo compound.